ClC=1C(C(=C(C(C1Cl)=O)C#N)C#N)=O 4,5-dichloro-3,6-dioxo-1,4-cyclohexadiene-1,2-dinitrile